4-trichloromethyl-(4'-ethylbiphenyl) ClC(C1=CC=C(C=C1)C1=CC=C(C=C1)CC)(Cl)Cl